FC1([C@@H](CN(C1)C)NC1=NN2C(C=N1)=C(C=C2)C2=CC=C1C(=N2)N(C(=N1)C)CC(F)F)F (R)-N-(4,4-Difluoro-1-methylpyrrolidin-3-yl)-5-(3-(2,2-difluoroethyl)-2-methyl-3H-imidazo[4,5-b]pyridin-5-yl)pyrrolo[2,1-f][1,2,4]triazin-2-amine